C(C1=CC=CC=C1)(C1=CC=CC=C1)C1N2CCC(C1)CC2 (benzhydryl)quinuclidine